2-(2-hydroxylethylamino)ethanol OCCNCCO